{2-[(2',3'-dihydrospiro[cyclopropane-1,1'-indene]-2-carbonyl)amino]phenyl}acetic acid C12(CCC3=CC=CC=C13)C(C2)C(=O)NC2=C(C=CC=C2)CC(=O)O